NCC1CC2(CC(C2)NC(=O)NCC2=CC=C(C=C2)Cl)C1 1-(6-(aminomethyl)spiro[3.3]heptan-2-yl)-3-(4-chlorobenzyl)urea